2-(((4-(3-hydroxyazetidin-1-yl)butanoyl)oxy)methyl)propane-1,3-diyl dioleate C(CCCCCCC\C=C/CCCCCCCC)(=O)OCC(COC(CCCCCCC\C=C/CCCCCCCC)=O)COC(CCCN1CC(C1)O)=O